C(C1=CC=CC=C1)OC=1C(C(=O)O)=CC=CC1.ClC1=C(C(=O)NC2=C(C=CC=C2)C2=CC=C(C=C2)C#C)C=CC=N1 2-chloro-N-(4'-ethynylbiphenyl-2-yl)nicotinamide BENZYLSALICYLAT